N,N-di(2-hydroxyethyl)octadecanoic acid amide OCCN(C(CCCCCCCCCCCCCCCCC)=O)CCO